P(=O)([O-])([O-])O.[Ba+2] barium hydrophosphate